8-[(1S,2R)-7-(dimethylphosphoryl)-2-fluoro-1-hydroxy-2,3-dihydro-1H-inden-4-yl]-3-fluoro-5,6-dihydronaphthalene-1-carbonitrile CP(=O)(C)C=1C=CC(=C2C[C@H]([C@H](C12)O)F)C1=CCCC=2C=C(C=C(C12)C#N)F